CN(CCN1C=NC(=C1)CN(CCC(=O)OC(CCCCCC)CCCCCCCC)CCC(=O)OC(CCCCCC)CCCCCCCC)C di(pentadecan-7-yl) 3,3'-(((1-(2-(dimethylamino)ethyl)-1H-imidazol-4-yl)methyl)azanediyl)dipropionate